S1C(=CC=C1)COC(NCC1=CC=C(C=C1)OC)=O (thiophen-2-ylmethyl)(4-methyloxybenzyl)carbamate